2-methyl-N-(1-(2-methyl-3-(trifluoromethyl)phenyl)ethylidene)propane-2-sulfinamide CC(C)(C)S(=O)N=C(C)C1=C(C(=CC=C1)C(F)(F)F)C